Cl.C(C1=CC=CC=C1)N[C@@H](C)C(=O)O benzyl-Z-alaninate hydrochloride